6,6'-{(8-benzyl-1,4,8-triazacycloundecane-1,4-diyl)bis[methylene(2-hydroxy-5-methyl-3,1-phenylene)methyleneazanediyl]}di(hexane-1,2,3,4,5-pentol) C(C1=CC=CC=C1)N1CCCN(CCN(CCC1)CC=1C(=C(C=C(C1)C)CNCC(C(C(C(CO)O)O)O)O)O)CC=1C(=C(C=C(C1)C)CNCC(C(C(C(CO)O)O)O)O)O